(5-(methyl-d3)-1-(tetrahydro-2H-pyran-2-yl)-1H-indazol-4-yl)boronic acid C(C=1C(=C2C=NN(C2=CC1)C1OCCCC1)B(O)O)([2H])([2H])[2H]